N1CC(C1)S(=O)(=O)C1=CC=C(OC[C@H]2C[C@H](N(C2)C2CCC=3C=CC(=CC3C2)C#N)C)C=C1 7-((2R,4S)-4-((4-(azetidin-3-ylsulfonyl)phenoxy)methyl)-2-methylpyrrolidin-1-yl)-5,6,7,8-tetrahydronaphthalene-2-carbonitrile